C(C)C=1C=2N(C=C(N1)C)N=C(C2)C=2N=C1N(C(C2)=O)C=C(C=C1)N1C[C@H](N(CC1)C(C)C)C 2-(4-ethyl-6-methylpyrazolo[1,5-a]pyrazin-2-yl)-7-[(3R)-3-methyl-4-(propan-2-yl)piperazin-1-yl]-4H-pyrido[1,2-a]pyrimidin-4-one